methyl-4-aminobenzoate COC(C1=CC=C(C=C1)N)=O